4-((R)-1-(((R)-6-phenyl-4-(((R)-1-phenyl-2-(pyrrolidin-1-yl)ethyl)amino)-5,6,7,8-tetrahydroquinazolin-2-yl)amino)ethyl)benzoic acid C1(=CC=CC=C1)[C@H]1CC=2C(=NC(=NC2CC1)N[C@H](C)C1=CC=C(C(=O)O)C=C1)N[C@@H](CN1CCCC1)C1=CC=CC=C1